C(C(O)C)(=O)OC(C(O)C)=O lactoyllactate